5-bromo-N4-(2-dimethylphosphorylphenyl)-N2-(6-methoxy-1-methyl-indazol-5-yl)pyrimidine-2,4-diamine BrC=1C(=NC(=NC1)NC=1C=C2C=NN(C2=CC1OC)C)NC1=C(C=CC=C1)P(=O)(C)C